(1R,5S,6S)-3-[6-(1,3,4-thiadiazol-2-yl)pyrazin-2-yl]-6-({[6-(trifluoromethyl)pyridin-2-yl]oxy}methyl)-3-azabicyclo[3.1.0]hexane S1C(=NN=C1)C1=CN=CC(=N1)N1C[C@H]2C([C@H]2C1)COC1=NC(=CC=C1)C(F)(F)F